(3aR,5s,6aS)-5-((5-(5-(2-fluoroethyl)-5,6-dihydro-4H-pyrrolo[3,4-d]thiazol-2-yl)-1H-pyrrolo[2,3-b]pyridin-4-yl)amino)-N-(2-hydroxyethyl)hexahydrocyclopenta[c]pyrrole-2(1H)-sulfonamide FCCN1CC=2N=C(SC2C1)C=1C(=C2C(=NC1)NC=C2)NC2C[C@@H]1[C@@H](CN(C1)S(=O)(=O)NCCO)C2